CS(=O)(=O)NCCC(=O)NC1=CC=2N(C=C1)N=CC2C2=NC(=CC=C2)C2CNCCC2 3-(methylsulfonamido)-N-(3-(6-(piperidin-3-yl)pyridin-2-yl)pyrazolo[1,5-a]pyridin-5-yl)propanamide